OCCC(=O)NCNC(C)=O hydroxymethyl-N,N'-methylenediacetic amide